7-(3-(4-chlorophenyl)propanoyl)-3-(pyridin-4-yl)-1-((2-(trimethylsilyl)ethoxy)methyl)-1,5,6,7-tetrahydro-4H-pyrazolo[3,4-d]pyrimidin-4-one ClC1=CC=C(C=C1)CCC(=O)N1CNC(C2=C1N(N=C2C2=CC=NC=C2)COCC[Si](C)(C)C)=O